(2-chloro-3-iodophenyl)tert-butyl sulfide ClC1=C(C=CC=C1I)SC(C)(C)C